Cupric acetate, monohydrate O.C(C)(=O)[O-].[Cu+2].C(C)(=O)[O-]